3-methyl-5-(N-(3-(4-methylpiperazin-1-yl)phenyl)sulfamoyl)benzofuran-2-carboxylic acid CC1=C(OC2=C1C=C(C=C2)S(NC2=CC(=CC=C2)N2CCN(CC2)C)(=O)=O)C(=O)O